C(C)(=O)OCC=1N=CC(=NC1)CC(=O)OCC1=CC=CC=C1 benzyl {5-[(acetyloxy)methyl]pyrazin-2-yl}acetate